[N+](=O)([O-])C=1C=C(C=CC1)\C=C\C(=O)C1=CC(=CC=C1)[N+](=O)[O-] 3,3'-dinitrochalcone